(R)-4-methyl-6-(3-methyl-4-((2-(4-methyl-1-oxo-1,3-dihydroisobenzofuran-5-yl)morpholino)methyl)-1H-pyrazol-1-yl)pyridine-3-carbonitrile CC1=C(C=NC(=C1)N1N=C(C(=C1)CN1C[C@H](OCC1)C=1C(=C2COC(C2=CC1)=O)C)C)C#N